C(C)(C)(C)N1S(C(=CC1=O)C=1C(=C2C=C(C(N3C2=C(C1OC)CC3)=O)NCCC(C)C)F)(=O)=O (tert-butyl)-5-(7-fluoro-5-(isopentylamino)-9-methoxy-4-oxo-1,2-dihydro-4H-pyrrolo[3,2,1-ij]quinolin-8-yl)isothiazol-3(2H)-one 1,1-dioxide